FC1=CC=2NC3=CC=CC=C3C2C=C1 (1E)-(2-fluoro-9H-carbazole)